C(C1=CC=CC=C1)C1N=COC1 4-benzyl-4,5-dihydrooxazole